CN1CCN(CC1)C=1C=C(C=CC1)NC=1N=CC2=C(N1)NC=C2C2=CC=1N(C=C2)N=CC1C(=O)N[C@@H](C(F)(F)F)C (R)-5-(2-((3-(4-methylpiperazin-1-yl)phenyl)amino)-7H-pyrrolo[2,3-d]pyrimidin-5-yl)-N-(1,1,1-trifluoropropan-2-yl)pyrazolo[1,5-a]pyridine-3-carboxamide